CC1(C2CN[C@@H](C12)C(=O)N)C 6,6-dimethyl-3-azabicyclo[3.1.0]hexan-2(S)-carboxamide